2-chloro-N,N-dimethylbenzamide CN(C)C(=O)C1=CC=CC=C1Cl